tris[2,4-di-t-butylphenyl]phosphine C(C)(C)(C)C1=C(C=CC(=C1)C(C)(C)C)P(C1=C(C=C(C=C1)C(C)(C)C)C(C)(C)C)C1=C(C=C(C=C1)C(C)(C)C)C(C)(C)C